NC1=C2C(=NC=N1)N(N=C2C2=CC(=C(C=C2)OC)F)C(C)C2=NC1=C(C=CC=C1C(N2C2CCC2)=O)Cl 2-(1-(4-amino-3-(3-fluoro-4-methoxyphenyl)-1H-pyrazolo[3,4-d]pyrimidin-1-yl)ethyl)-8-chloro-3-cyclobutylquinazolin-4(3H)-one